FC=1C(=CC(=[N+](C1)[O-])C#N)I 5-fluoro-4-iodo-1-oxido-pyridin-1-ium-2-carbonitrile